NC=1C(=NC=C(N1)N1CCC2(CC(CC2N)(F)F)CC1)SC=1C(=C(C=CC1)N1[C@@H]2N(C(C=C1O)=O)CCCC2)Cl (R)-N-(3-((3-Amino-5-(1-amino-3,3-difluoro-8-azaspiro[4.5]decan-8-yl)pyrazin-2-yl)thio)-2-chlorophenyl)-2-hydroxy-4-oxo-6,7,8,9-tetrahydro-4H-pyrido[1,2-a]pyrimidin